C(CCCCCCCC=CC=CCC)CC(=O)[O-] tetradec-9,11-dien-1-ylacetate